2-[[2-bromo-4-(4,4,4-trifluorobutyl)quinazolin-5-yl]oxymethoxy]ethyl-trimethyl-silane BrC1=NC2=CC=CC(=C2C(=N1)CCCC(F)(F)F)OCOCC[Si](C)(C)C